BrCC1=CC(=NC=C1)NC(C)=O N-(4-(bromomethyl)pyridin-2-yl)acetamide